OC(=O)C1C2C=CC(C1C(=O)OCCO)C2 2-hydroxycarbonyl-3-hydroxyethoxycarbonylbicyclo[2.2.1]Hept-5-ene